8-(1,1':4',1''-terphenyl-3-yl)[1]benzofuro[3,2-d]pyrimidin-4(3H)-one C1(=CC(=CC=C1)C=1C=CC2=C(C1)C=1N=CNC(C1O2)=O)C2=CC=C(C=C2)C2=CC=CC=C2